Cl.N[C@H](C(=O)O)CC1=CC=C(C=C1)C1=NOC(=N1)C1=CC=C(C=C1)F (S)-2-amino-3-(4-(5-(4-fluorophenyl)-1,2,4-oxadiazol-3-yl)phenyl)propanoic acid hydrochloride